C(C)OC(=O)C=1C=NN(C1)C1=NC=CC=C1OC(C1=CC=CC=C1)(F)F.CC1=CC=C(C=C1)SCC(C1=CC=CC=C1)NC1=CC=CC=C1 N-{2-[(4-methylphenyl)thio]-1-phenylethyl}aniline ethyl-1-{3-[difluoro(phenyl)methoxy]pyridin-2-yl}-1H-pyrazole-4-carboxylate